methyl 4-(((1r,4r)-4-(3-(3-fluoro-4-(trifluoromethoxy) phenyl)ureido)cyclohexyl)oxy)benzoate FC=1C=C(C=CC1OC(F)(F)F)NC(NC1CCC(CC1)OC1=CC=C(C(=O)OC)C=C1)=O